3-methylpyrrolium cyanide [C-]#N.CC1=C[NH2+]C=C1